C(C)(=O)O.C(C)(=O)O.NC1=CC=CC=C1 aniline diacetate